tert-butyl (R)-4-((S)-3-amino-4-(tert-butoxy)-4-oxobutanoyl)-3-((2-azidoethyl)carbamoyl)piperazine-1-carboxylate N[C@@H](CC(=O)N1[C@H](CN(CC1)C(=O)OC(C)(C)C)C(NCCN=[N+]=[N-])=O)C(=O)OC(C)(C)C